4-(3,4-difluorophenyl)piperidine-1-carboxylic acid FC=1C=C(C=CC1F)C1CCN(CC1)C(=O)O